CS(=O)(=O)O.CS(=O)(=O)O.C(C(C)C)N1C(=NC=2C1=NC(=CC2)C=2C(=NN(C2)C)C2=CC=CC=C2)N 3-isobutyl-5-(3-phenyl-1-methylpyrazol-4-yl)-imidazo[4,5-b]pyridin-2-ylamine di-methanesulfonate